[N+](=O)([O-])[B] nitro-boron